7-chloro-1-phenylnaphtho[1,2-b]benzofuran ClC1=CC=CC2=C1C1=C(O2)C=2C(=CC=CC2C=C1)C1=CC=CC=C1